C(CCCCCCCCCCCCCCCCCCCCCCCCCCCCC)(=O)O[C@@H]1CC2=CC[C@H]3[C@@H]4CC[C@H]([C@@H](CCCC(C)C)C)[C@]4(CC[C@@H]3[C@]2(CC1)C)C cholesterol melissate